1-(3-chloro-4-(6-(1-methylcyclopropoxy)-9-((4-methylpyridin-2-yl)methyl)-9H-purin-8-yl)benzyl)piperidin-4-ol ClC=1C=C(CN2CCC(CC2)O)C=CC1C=1N(C2=NC=NC(=C2N1)OC1(CC1)C)CC1=NC=CC(=C1)C